(3R)-6-[1-(1-Acetylazetidin-3-yl)-1-hydroxyethyl]-3-(4-chlorophenyl)-2-[(5-chloropyridin-2-yl)methyl]-4-fluoro-3-methoxy-2,3-dihydro-1H-isoindol-1-on C(C)(=O)N1CC(C1)C(C)(O)C1=CC(=C2[C@](N(C(C2=C1)=O)CC1=NC=C(C=C1)Cl)(OC)C1=CC=C(C=C1)Cl)F